2-(2-Bromo-phenylsulfanyl)-1-[4-(5-hydroxy-pyridin-2-yl)-piperazin-1-yl]-2-methyl-propan-1-one BrC1=C(C=CC=C1)SC(C(=O)N1CCN(CC1)C1=NC=C(C=C1)O)(C)C